ClC=1C=C(C=CC1)N1C(N([C@](C1)(C#N)C)C1=CN=CC2=CC=CC=C12)=O (R)-1-(3-chlorophenyl)-3-(isoquinolin-4-yl)-4-methyl-2-oxoimidazoline-4-carbonitrile